O[C@H](C)C1=CC=C(C=N1)C=1N=C2C(=NC1)NC(CN2CCC2CCOCC2)=O (R)-6-(6-(1-hydroxyethyl)pyridin-3-yl)-4-(2-(tetrahydro-2H-pyran-4-yl)ethyl)-3,4-dihydropyrazino[2,3-b]pyrazin-2(1H)-one